(2R)-4-[6-[3-(5-chloro-2-fluoro-phenyl)-1H-pyrazol-4-yl]-1,5-naphthyridin-3-yl]-N,N-dimethyl-piperazine-2-carboxamide ClC=1C=CC(=C(C1)C1=NNC=C1C=1N=C2C=C(C=NC2=CC1)N1C[C@@H](NCC1)C(=O)N(C)C)F